C(C)(C)(C)OC(=O)N1CC(=CCC1)C1=NC=C(C=C1)C(C(=O)O)C 2-(1'-(Tert-butoxycarbonyl)-1',2',5',6'-tetrahydro-[2,3'-bipyridyl]-5-yl)propionic acid